O[Al](O)O Trihydroxyaluminum